8-(2-cyano-4-formylphenyl)-5-(((5-fluoro-2,3-dihydrobenzofuran-4-yl)methyl)amino)imidazo[1,2-c]pyrimidine-2-carbonitrile C(#N)C1=C(C=CC(=C1)C=O)C=1C=2N(C(=NC1)NCC1=C(C=CC3=C1CCO3)F)C=C(N2)C#N